ethyl 2-(5-(3-acetylphenyl)-2-(cyclopropylmethyl)-1H-pyrrol-3-yl)-5-methylthiazole-4-carboxylate C(C)(=O)C=1C=C(C=CC1)C1=CC(=C(N1)CC1CC1)C=1SC(=C(N1)C(=O)OCC)C